ClC=1C=C(C=NC1)CN1C2CN(CC1C2)C2=CC=C(C=N2)C=2C=1N(C=C(C2)OCC(C)(C)O)N=CC1C#N 4-(6-(6-((5-chloropyridin-3-yl)methyl)-3,6-diazabicyclo[3.1.1]heptan-3-yl)pyridin-3-yl)-6-(2-hydroxy-2-methylpropoxy)pyrazolo[1,5-a]pyridine-3-carbonitrile